C1=CC=CC2=C1C1=C(PO2)C=CC=C1 6H-dibenzo[c,e][1,2]oxaphosphorine